(R)-Ethyl 1-(4-chloro-3-(trifluoromethyl) benzoyl)-2-methyl-5-(3-methyl-butanamido)-1,2,3,6-tetrahydropyridine-4-carboxylate ClC1=C(C=C(C(=O)N2[C@@H](CC(=C(C2)NC(CC(C)C)=O)C(=O)OCC)C)C=C1)C(F)(F)F